[Br-].C(=C)N1CN(C=C1)CCCCCCCC 1-vinyl-3-octyl-imidazole bromide salt